C(C)[Sn](C)(CC)CC Tris(ethyl)methyl-tin